tert-Butyl 4-(7-chloro-6-(2-fluoro-6-hydroxyphenyl)-4-(piperidin-1-yl)phthalazin-1-yl)piperazine-1-carboxylate ClC1=C(C=C2C(=NN=C(C2=C1)N1CCN(CC1)C(=O)OC(C)(C)C)N1CCCCC1)C1=C(C=CC=C1O)F